C1(CCC1)CC(=O)NC=1C=C(SC1)C1=CN=CC(=N1)C1=CC(=C(C(=O)NC=2OC=NN2)C=C1)OC 4-(6-(4-(2-cyclobutylacetamido)thiophen-2-yl)pyrazin-2-yl)-2-methoxy-N-(1,3,4-oxadiazol-2-yl)benzamide